3-(7-fluoro-1-oxo-4-(piperidin-4-yl)isoindolin-2-yl)piperidine-2,6-dione FC=1C=CC(=C2CN(C(C12)=O)C1C(NC(CC1)=O)=O)C1CCNCC1